CN(C1CCN(CC1)C1=CC=C(C=N1)C(=O)NC1=NN(C(=C1)C1=NC2=C(N1)C=CC(=C2)F)C)C 6-[4-(dimethylamino)-1-piperidyl]-N-[5-(5-fluoro-1H-benzimidazol-2-yl)-1-methyl-pyrazol-3-yl]pyridine-3-carboxamide